The molecule is a member of the class of depsidones that is 11H-dibenzo[b,e][1,4]dioxepine substituted by hydroxy groups at positions 3 and 9, a methoxy group at position 8, methyl groups at positions 1 and 6, a 3-methylbut-2-enoyl group at position 7, an oxo group at position 11 and a formyl group at position 4. Isolated from Chaetomium brasiliense, it exhibits antimalarial and cytotoxic activities. It has a role as an antimalarial, an antineoplastic agent and a Chaetomium metabolite. It is an aldehyde, an aromatic ether, a member of depsidones, an enone, an organic heterotricyclic compound, a polyphenol and an aromatic ketone. CC1=CC(=C(C2=C1C(=O)OC3=C(O2)C(=C(C(=C3O)OC)C(=O)C=C(C)C)C)C=O)O